C(C)(C)(C)OC(C(=O)C1=C(C=CC(=C1)OC1=NN(C=C1)CC1CC1)F)=O.ClC1=CC(=C(C=C1)C1CNCC1)F 3-(4-chloro-2-fluorophenyl)pyrrolidine tert-butyl-2-(5-{[1-(cyclopropylmethyl)pyrazol-3-yl]oxy}-2-fluorophenyl)-2-oxoacetate